Cl.C(C)(C)(C)C1=NC(=NO1)C(=O)NCC1=C(C=C(C=C1)C1=CC(=NC=C1)NC(=O)C1CC1)C 5-(tert-butyl)-N-(4-(2-(cyclopropanecarboxamido)pyridin-4-yl)-2-methylbenzyl)-1,2,4-oxadiazole-3-carboxamide hydrochloride